CC1=C(C=C(C=C1)NC(=O)N1C2CC2CCC1)C1=NC=CC=C1 N-(4-methyl-3-pyridin-2-ylphenyl)-2-azabicyclo[4.1.0]heptane-2-carboxamide